(S)-N-(4-(2,5-difluorophenyl)-2-(3-fluoropyrrolidin-1-yl)pyridin-3-yl)-2-(tetrahydro-1H-pyrrolizin-7a(5H)-yl)acetamide FC1=C(C=C(C=C1)F)C1=C(C(=NC=C1)N1C[C@H](CC1)F)NC(CC12CCCN2CCC1)=O